[OH-].C(CCC)C=CC[NH+](CCC)CCC butylallyldipropylammonium hydroxide